BrC=1C=C2C(NC(=NC2=CC1)NC1CCN(CC1)C)=O 6-bromo-2-((1-methylpiperidin-4-yl)amino)quinazolin-4(3H)-one